7-[1-(1-methyl-1H-pyrazol-4-yl)ethyl]-1H,4H,5H,6H,7H,8H-pyrrolo[2,3-c]azepin-8-one CN1N=CC(=C1)C(C)N1C(C2=C(CCC1)C=CN2)=O